NC1=CC=C(OC2=C(C=C(C=C2C(F)(F)F)C(C(F)(F)F)(C(F)(F)F)C2=CC(=C(C(=C2)C(F)(F)F)OC2=CC=C(C=C2)N)C(F)(F)F)C(F)(F)F)C=C1 2,2-bis[4-(4-aminophenoxy)-3,5-bis(trifluoromethyl)phenyl]hexafluoroPropane